8-bromo-2,12-di-tert-butyl-5,9-dioxa-13b-boranaphtho[3,2,1-de]anthracene BrC=1C=CC2=C3B(C=4C=C(C=CC4OC13)C(C)(C)C)C=1C=C(C=CC1O2)C(C)(C)C